C[C@]12CC(C[C@](CCC1)(N2)C)N(C2=CC=C(N=N2)C2=C(C=C(C=C2)C2=CC(N(N=C2)C)=O)O)C 5-(4-(6-(((1R,3s,5S)-1,5-dimethyl-9-azabicyclo[3.3.1]nonan-3-yl)(methyl)amino)pyridazin-3-yl)-3-hydroxyphenyl)-2-methylpyridazin-3(2H)-one